4-fluoro-4-[1-(trans-4-{8-[3-(prop-2-yl)benzyl]-5,6-dihydro-8H-[1,2,4]triazolo[3,4-c][1,4]oxazin-3-yl}cyclohexyl)-1H-1,2,3-triazol-4-yl]piperidine-1-carboxylic acid tert-butyl ester C(C)(C)(C)OC(=O)N1CCC(CC1)(C=1N=NN(C1)[C@@H]1CC[C@H](CC1)C1=NN=C2C(OCCN21)CC2=CC(=CC=C2)C(C)C)F